N-(4-phenoxyphenyl)maleimide O(C1=CC=CC=C1)C1=CC=C(C=C1)N1C(C=CC1=O)=O